[2-chloro-3-(hydroxymethyl)-4-pyridyl]methanol ClC1=NC=CC(=C1CO)CO